OCC=1C=C(OCCCCCO)C=C(C1)OCC1=NC2=CC=CC=C2C=C1 5-(3-(hydroxymethyl)-5-(quinolin-2-ylmethoxy)phenoxy)pentan-1-ol